ethyl 2-propoxymethyl-3,3-dimethylbutyrate C(CC)OCC(C(=O)OCC)C(C)(C)C